(3-bromophenyl)(phenyl)methanol BrC=1C=C(C=CC1)C(O)C1=CC=CC=C1